N-(2-(N,N-bis(2,4-dimethoxybenzyl)sulfamoyl)pyridin-4-yl)-2-(4,4-difluoro-3-methylpiperidin-1-yl)-7-methylquinoline-3-carboxamide COC1=C(CN(S(=O)(=O)C2=NC=CC(=C2)NC(=O)C=2C(=NC3=CC(=CC=C3C2)C)N2CC(C(CC2)(F)F)C)CC2=C(C=C(C=C2)OC)OC)C=CC(=C1)OC